C1(CCCC1)OC1=CC=2N(C=C1C(=O)NC1=NN(C=C1)C)C=C(N2)C21COC(C2)(C1)C 7-(Cyclopentyloxy)-N-(1-methyl-1H-pyrazol-3-yl)-2-(1-methyl-2-oxabicyclo[2.1.1]hexan-4-yl)imidazo[1,2-a]pyridine-6-carboxamide